CN1N=C(N=N1)C1=CC=CC=N1 6-(2-methyl-2H-tetrazol-5-yl)pyridin